[2H]C(I)([2H])[2H] trideuterio(iodo)methane